tert-butyl-dimethyl-[2-[[2-methyl-4-(4,4,5,5-tetramethyl-1,3,2-dioxaborolan-2-yl)pyrazol-3-yl]methoxy]ethoxy]silane C(C)(C)(C)[Si](OCCOCC=1N(N=CC1B1OC(C(O1)(C)C)(C)C)C)(C)C